CC1(CC2=C(N(C=N2)C=2C=C3CCC(N(C3=CC2)C)=O)C(O1)=O)C 6-{6,6-dimethyl-4-oxo-3H,4H,6H,7H-pyrano[3,4-d]imidazol-3-yl}-1-methyl-1,2,3,4-tetrahydroquinolin-2-one